2-chloro-4-fluoro-5-iodobenzoic acid ClC1=C(C(=O)O)C=C(C(=C1)F)I